(tert-butoxycarbonyl)-1-(cyclopropylmethyl)-1,6,7,8-tetrahydropyrrolo[3,2-g]indole-2-carboxylic acid C(C)(C)(C)OC(=O)C1=C(N(C2=C1C=CC=1CCNC21)CC2CC2)C(=O)O